2-bromo-N-methyl-N-(2-methylbenzo[d]oxazol-6-yl)acetamide BrCC(=O)N(C1=CC2=C(N=C(O2)C)C=C1)C